7-morpholino-2-(pyridin-4-yl)pyrazolo[1,5-a]pyrimidine-5-carbonitrile O1CCN(CC1)C1=CC(=NC=2N1N=C(C2)C2=CC=NC=C2)C#N